(R)-(6-((6-chloropyridin-3-yl)sulfonyl)-1-(4-fluorophenyl)-4,4a,5,6,7,8-hexahydro-1H-pyrazolo[3,4-g]isoquinolin-4a-yl)(pyridin-2-yl)methanone ClC1=CC=C(C=N1)S(=O)(=O)N1C[C@]2(CC3=C(C=C2CC1)N(N=C3)C3=CC=C(C=C3)F)C(=O)C3=NC=CC=C3